CC1(OB(OC1(C)C)C1=CC=C(C=C1)/C=C/CCC1=CC=C(C=C1)NC(OC(C)(C)C)=O)C tert-butyl N-[4-[(E)-4-[4-(4,4,5,5-tetramethyl-1,3,2-dioxaborolan-2-yl)phenyl]but-3-enyl]phenyl]carbamate